5-(4-(2,6-dichloro-3,5-dimethoxyphenyl)imidazo[1,2-a][1,6]naphthyridin-8-yl)-2-fluoro-4-methoxyphenylacrylamide ClC1=C(C(=C(C=C1OC)OC)Cl)C=1C=2N(C3=CC(=NC=C3C1)C=1C(=CC(=C(C1)C(C(=O)N)=C)F)OC)C=CN2